C(C)OC(=O)C=1N=NN(C1)CC=1N=C2N(C=CC=C2C2(COC2)O)C1.C(CCC)C1=CC=C(CC(C(=O)C2=CC=C(C=C2)N2CCOCC2)(CC)N(C)CCCC)C=C1 2-(4-n-butylbenzyl)-2-[(n-butyl)(methyl)amino]-1-(4-morpholinylphenyl)butan-1-one ethyl-1-((8-(3-hydroxyoxetan-3-yl)imidazo[1,2-a]pyridin-2-yl)methyl)-1H-1,2,3-triazole-4-carboxylate